C(C(C)O)O.OCC[N+](C)(C)C choline 1,2-propanediol